[Br-].C(#N)C1=CC=[N+](C=C1)CC(=O)C1=CC=C(C=C1)C#N 4-Cyano-1-(2-(4-cyanophenyl)-2-oxoethyl)pyridin-1-ium bromide